2-(hydroxyethyl)-terephthalate OCCC1=C(C(=O)[O-])C=CC(=C1)C(=O)[O-]